OC(CC(=O)O)C 3-hydroxybutanoic acid